FC1=C(C=CC(=C1)F)S(=O)(=O)NC=1C(=NC=C(C1)C=1C=C2C(=NC=NC2=CC1)N1CCN(CC1)C(=O)C1=CC(CCC1)=O)OC 2,4-difluoro-N-(2-methoxy-5-(4-(4-(3-oxocyclohexane-1-en-1-carbonyl)piperazin-1-yl)quinazolin-6-yl)pyridin-3-yl)benzenesulfonamide